FC=1C=C2C=NN(C2=CC1C=1C=2C(=NN(C2C=CC1)CC(=O)N(CC(=O)NCC(=O)O)C)C1CC2(CN(C2)C(CCC(C)=O)=O)C1)C N-(2-(5'-fluoro-1'-methyl-3-(2-(4-oxopentanoyl)-2-azaspiro[3.3]heptan-6-yl)-1H,1'H-[4,6'-biindazol]-1-yl)acetyl)-N-methylglycylglycine